ClC=1C=C(C=CC1OC1=CC(=NC=C1)Cl)NC(OC(C)(C)C)=O tert-Butyl N-[3-chloro-4-[(2-chloro-4-pyridyl)oxy]phenyl]carbamate